C(C1=CC=CC=C1)OC(CCC[N+](C)(CC(=O)OC(C)(C)C)CC1CN(C1)C(=O)OC(C)(C)C)=O (4-benzyloxy-4-oxo-butyl)-[(1-tert-butoxycarbonylazetidin-3-yl)methyl]-(2-tert-butoxy-2-oxo-ethyl)-methyl-ammonium